disodium 1,2-ethanedisulfonate C(CS(=O)(=O)[O-])S(=O)(=O)[O-].[Na+].[Na+]